perfluorophenyl 12-((1,7-bis((4-azidobutyl) amino)-4-(3-((4-azidobutyl) amino)-3-oxopropyl)-1,7-dioxoheptan-4-yl) amino)-12-oxododecanoate N(=[N+]=[N-])CCCCNC(CCC(CCC(=O)NCCCCN=[N+]=[N-])(CCC(=O)NCCCCN=[N+]=[N-])NC(CCCCCCCCCCC(=O)OC1=C(C(=C(C(=C1F)F)F)F)F)=O)=O